(S)-tert-butyl 2-(4-fluoro-3,5-dimethylphenyl)-4-methyl-3-(2-oxo-2,3-dihydro-1H-imidazol-1-yl)-2,4,6,7-tetrahydro-5H-pyrazolo[4,3-c]pyridine-5-carboxylate FC1=C(C=C(C=C1C)N1N=C2C([C@@H](N(CC2)C(=O)OC(C)(C)C)C)=C1N1C(NC=C1)=O)C